ethyl (1S,4S)-4-(benzylamino)-3,3-dimethylcyclohexane-1-carboxylate C(C1=CC=CC=C1)N[C@@H]1C(C[C@H](CC1)C(=O)OCC)(C)C